C(C)(C)(C)OC(=O)N1CC(C1)C(=O)O 1-[(tert-butoxy)carbonyl]azetidine-3-carboxylic acid